C(C)(C)(C)NS(=O)(=O)C1=C(C=C(C=C1)CC(C)C)B(O)O (2-(N-(tert-butyl)sulfamoyl)-5-isobutylphenyl)boronic acid